C(CCCCCCC\C=C/CCCCCCCC)(=O)C(OP(OC[C@@H](CO)O)(=O)O)C[N+](C)(C)C oleoyl-sn-glycero-3-phosphorylcholine